N,N-diisopropyl-O-tertbutyl-isourea C(C)(C)N(C(OC(C)(C)C)=N)C(C)C